ClC1=CC=C(C=C1)CC(=O)NN1C(=NC2=CC(=CC(=C2C1=O)F)F)N1CCCC1 2-(4-Chloro-phenyl)-N-(5,7-difluoro-4-oxo-2-pyrrolidin-1-yl-4H-quinazolin-3-yl)-acetamide